C(C)(C)(C)C1=NC(=NO1)C(=O)N[C@H](C)C1=C(C=C(C(=C1)F)C1=NC=NC=2NC3=CC(=CC=C3C21)N2CCNCC2)C (R)-5-(tert-butyl)-N-(1-(5-fluoro-2-methyl-4-(7-(piperazin-1-yl)-9H-pyrimido[4,5-b]indol-4-yl)phenyl)ethyl)-1,2,4-oxadiazole-3-carboxamide